BrC1=CC=C(C=C1)C=1C(=NC=NC1C1=CC=CC=C1)C(=O)OC methyl 5-(4-bromophenyl)-6-phenylpyrimidine-4-carboxylate